N-(1-(3,3-difluorocyclobutyl)-2-oxo-1,2-dihydropyridin-3-yl)-2-fluoro-4-nitro-6-(6-azaspiro[2.5]octan-6-yl)benzamide FC1(CC(C1)N1C(C(=CC=C1)NC(C1=C(C=C(C=C1N1CCC2(CC2)CC1)[N+](=O)[O-])F)=O)=O)F